BrC=1C(=C(C(=CC1)F)CC=O)F 2-(3-bromo-2,6-difluorophenyl)acetaldehyde